9-thioxanthen-one C1=CC=CC=2SC3=CC=CC=C3C(C12)=O